Methyl (R)-3-phenyl-2-(((trifluoromethyl)sulfonyl)oxy)butyrate C1(=CC=CC=C1)C([C@H](C(=O)OC)OS(=O)(=O)C(F)(F)F)C